4,6-Dichloronicotinonitrile ClC1=CC(=NC=C1C#N)Cl